C(C)OC(=O)C1=C(C2=C(S1)C(=CC=C2Br)F)CBr 4-bromo-3-(bromomethyl)-7-fluorobenzo[b]thiophene-2-carboxylic acid ethyl ester